FC1=CC=C(C=C1)C=1N(C=CC1SC1=CC=CC=C1)S(=O)(=O)C1=CC=C(C)C=C1 2-(4-fluorophenyl)-3-(phenylthio)-1-tosyl-1H-pyrrole